5-chloro-2-n-octyl-4-isothiazolin-3-one ClC1=CC(N(S1)CCCCCCCC)=O